COC(CN1C(C2=CC(=CC=C2C1)C1=NC(=NC=C1Cl)NC1CCOCC1)=O)=O 2-(6-{5-chloro-2-[(oxacyclohex-4-yl)amino]pyrimidin-4-yl}-1-oxo-2,3-dihydro-1H-isoindol-2-yl)acetic acid methyl ester